CO[C@H]1CN(CC[C@@H]1N(C(=O)NC=1C(N(C=C(C1)C(F)(F)F)C)=O)C)C=1C=C2C(=NC1)NN=C2OC 1-((3S,4S)-3-methoxy-1-(3-methoxy-1H-pyrazolo[3,4-b]pyridin-5-yl)piperidin-4-yl)-1-methyl-3-(1-methyl-2-oxo-5-(trifluoromethyl)-1,2-dihydropyridin-3-yl)urea